(trans)-4-({5-[N-(4-bromo-2-cyclopropyl-5-methylphenyl)but-2-ynamido]-1-methylpyrazolo[4,3-b]pyridin-3-yl}oxy)cyclohexane-1-carboxylic acid BrC1=CC(=C(C=C1C)N(C(C#CC)=O)C1=CC=C2C(=N1)C(=NN2C)O[C@@H]2CC[C@H](CC2)C(=O)O)C2CC2